4-Amino-N-(1-((3-chloro-2-fluorophenyl)amino)-6-methylisoquinolin-5-yl)-6-hydroxyquinazoline-8-Formamide NC1=NC=NC2=C(C=C(C=C12)O)C(=O)NC1=C2C=CN=C(C2=CC=C1C)NC1=C(C(=CC=C1)Cl)F